(2S,5R)-6-hydroxy-N-[2-(methylsulfonyl)ethyl]-3-methyl-7-oxo-1,6-diazabicyclo[3.2.1]oct-3-ene-2-carboxamide ON1[C@@H]2C=C([C@H](N(C1=O)C2)C(=O)NCCS(=O)(=O)C)C